C1(=CC=C(C=C1)NC1=CC=C(C=C1)C1=CC=C(C=C1)C1=CC=CC2=CC=CC=C12)C1=CC=CC=C1 N-[1,1'-biphenyl]-4-yl-4'-(1-naphthyl)[1,1'-biphenyl]-4-amine